tert-butyl 2-(1-(1-(2-fluoro-4-nitrophenyl)piperidin-4-yl)azetidin-3-yl)acetate FC1=C(C=CC(=C1)[N+](=O)[O-])N1CCC(CC1)N1CC(C1)CC(=O)OC(C)(C)C